2,2'-thiobis[3-(3,5-di-t-butyl-4-hydroxyphenyl) propionate] S(C(C(=O)[O-])CC1=CC(=C(C(=C1)C(C)(C)C)O)C(C)(C)C)C(C(=O)[O-])CC1=CC(=C(C(=C1)C(C)(C)C)O)C(C)(C)C